C1(=CC=CC=C1)C(CC)C1=CC=CC=C1 3,3-diphenylpropan